C=CCN1C(=O)C=CC1=O N-allylmaleimide